4,4'-methylenediphenyl di-isocyanate C(C1=CC=C(C=C1)N=C=O)C1=CC=C(C=C1)N=C=O